5-(cyclopropylmethyl)-2-(4,4-difluoroazepan-1-yl)-N-(2-sulfamoylpyridin-4-yl)nicotinamide C1(CC1)CC=1C=NC(=C(C(=O)NC2=CC(=NC=C2)S(N)(=O)=O)C1)N1CCC(CCC1)(F)F